disodium isostearamide disodium [Na].[Na].C(CCCCCCCCCCCCCCC(C)C)(=O)N.[Na].[Na]